N1(CCC1)C1(CCC1)CNC1=NC(=NC2=C(C(=C(C(=C12)OC)F)C1=CC=CC2=CC=C(C(=C12)C#C)F)F)OC[C@]12CCCN2C[C@@H](C1)F N-((1-(azetidin-1-yl)cyclobutyl)methyl)-7-(8-ethynyl-7-fluoronaphthalen-1-yl)-6,8-difluoro-2-(((2R,7aS)-2-fluorotetrahydro-1H-pyrrolizin-7a(5H)-yl)methoxy)-5-methoxyquinazolin-4-amine